6,7-Dichloro-2-cyclopentyl-1-oxo-4-phenyl-1,2-dihydroisoquinoline-3-carboxylic Acid ClC=1C=C2C(=C(N(C(C2=CC1Cl)=O)C1CCCC1)C(=O)O)C1=CC=CC=C1